trans-(trans)-azobenzene N(=NC1=CC=CC=C1)C1=CC=CC=C1